benzyl (3aS,7aR)-tetrahydro-[1,3,2]dioxathiolo[4,5-c]pyridine-5(4H)-carboxylate 2,2-dioxide O1S(O[C@H]2CN(CC[C@H]21)C(=O)OCC2=CC=CC=C2)(=O)=O